methyl 2-(2-cyclopropyl-7-methyl-4-oxo-furo[2,3-d]pyridazin-5-yl)acetate C1(CC1)C1=CC2=C(C(=NN(C2=O)CC(=O)OC)C)O1